(R)-4-methoxy-2-(pyrrolidin-3-ylamino)pyrimidine-5-carbonitrile COC1=NC(=NC=C1C#N)N[C@H]1CNCC1